C(C)(C)(C)OC(N(C)C1CCN(CC1)C1=C2C=CN(C2=CC=C1F)C1C(NC(CC1)=O)=O)=O N-[1-[1-(2,6-dioxo-3-piperidinyl)-5-fluoro-indol-4-yl]-4-piperidinyl]-N-methyl-carbamic acid tert-butyl ester